O[C@H](COC=1C=C(C=CC1)S(=O)(=O)NC)CNC1COC2(C1)CCN(CC2)S(=O)(=O)C2=CC=C(C=C2)C(C)(C)CC 3-((2S)-2-hydroxy-3-(8-(4-tert-pentylphenylsulfonyl)-1-oxa-8-azaspiro[4.5]decan-3-ylamino)propoxy)-N-methylbenzenesulfonamide